FC=1C=C(C=CC1OC1=NC(=CC=C1)OC)N1C(=CC=2N=CN=C(C21)NCC2=CC=C(C=C2)OC)C2=C(C=C(C=N2)NC(CCS(=O)(=O)C2=CC=CC=C2)=O)OC N-(6-(5-(3-fluoro-4-((6-methoxypyridin-2-yl)oxy)phenyl)-4-((4-methoxybenzyl)amino)-5H-pyrrolo[3,2-d]pyrimidin-6-yl)-5-methoxypyridin-3-yl)-3-(benzenesulfonyl)propionamide